C1(=CC=CC=C1)C1=NC(=NC(=N1)C1=CC=CC=C1)C1=C(C=C(C=C1)OCCCCCC)O 2-(4,6-Diphenyl-1,3,5-triazin-2-yl)-5-hexyloxy-phenol